Tert-butyl-7-chloro-3-methyl-1H-pyrrolo[2,3-c]pyridine-1-carboxylate C(C)(C)(C)OC(=O)N1C=C(C=2C1=C(N=CC2)Cl)C